ClC1=CC=C(C=C1)NC(N(CCN1CCOCC1)C1=C(C=C(C(=O)NC2=NC=C(C=C2)F)C=C1)C)=O 4-{3-(4-Chlorophenyl)-1-[2-(4-morpholinyl)ethyl]ureido}-N-(5-fluoropyridin-2-yl)-3-methylbenzamide